C(C)OC(C(F)(F)C1=CC=C(C=C1)C(=O)C1CCCCC1)=O (4-(Cyclohexanecarbonyl)phenyl)-2,2-difluoroacetic acid ethyl ester